C(C1=CC=CC=C1)NC(=O)C=1N=NC(=CC1NCC1CN(CCO1)C(=O)OC(C)(C)C)NC1=NC=C(N=C1)C#N tert-butyl 2-((3-(benzylcarbamoyl)-6-(5-cyanopyrazin-2-ylamino)pyridazin-4-ylamino)methyl)morpholine-4-carboxylate